N-(4-((6-(2,4-Difluorophenoxy)-8,9-dihydroimidazo[1',2':1,6]pyrido[2,3]pyrimidin-2-yl)amino)phenyl)acrylamide formate C(=O)O.FC1=C(OC2=CC3=C(CN(C=N3)NC3=CC=C(C=C3)NC(C=C)=O)N3C2=NCC3)C=CC(=C1)F